OC1=CC(=CC=2OC3=CC=CC=C3CC12)O 1,3-dihydroxy-9H-xanthene